2-chloro-N-[2-[2-(dimethylamino)ethylamino]-2-oxoethyl]-4-[[3-[3-(trifluoromethyl)-1H-pyrazol-4-yl]imidazo[1,2-a]pyrazin-8-yl]amino]benzamide ClC1=C(C(=O)NCC(=O)NCCN(C)C)C=CC(=C1)NC=1C=2N(C=CN1)C(=CN2)C=2C(=NNC2)C(F)(F)F